FC(C(=O)N[C@H](C(=O)N1[C@@H]([C@H]2C([C@H]2C1)(C)C)C(=O)OC)C(C)(C)C)(C)F Methyl (1R,2S,5S)-3-[(2S)-2-(2,2-difluoropropanoylamino)-3,3-dimethyl-butanoyl]-6,6-dimethyl-3-azabicyclo[3.1.0]hexane-2-carboxylate